BrC1=C(OC=2C=CC(=C(N)C2)F)C(=CC(=C1C)[N+](=O)[O-])F 5-(2-bromo-6-fluoro-3-methyl-4-nitrophenoxy)-2-fluoroaniline